2-(2-methoxypyridin-3-yl)-N-(2-methyl-5-(3-(piperidin-1-yl)azetidine-1-carboxamido)pyridin-3-yl)pyrazolo[5,1-b]thiazole-7-carboxamide COC1=NC=CC=C1C1=CN2C(S1)=C(C=N2)C(=O)NC=2C(=NC=C(C2)NC(=O)N2CC(C2)N2CCCCC2)C